NC1=C(C=CC(=C1)OC(F)(F)F)C(=O)N1CCC(CC1)C1=C2C(=NC=C1)NC(=N2)C2OCCOC2 [2-amino-4-(trifluoromethoxy)phenyl]-[4-[2-(1,4-dioxan-2-yl)-3H-imidazo[4,5-b]pyridin-7-yl]-1-piperidyl]methanone